5-[(2-fluoro-4-iodophenyl)amino]-6,8-dimethyl-2,4,7-trioxo-3,4,6,7-tetrahydropyrido[4,3-d]pyrimidin FC1=C(C=CC(=C1)I)NC=1N(C(C(=C2NC(NC(C21)=O)=O)C)=O)C